C(C)(C)(C)OC(=O)NC(C(=O)OC)CC=1C=C(C(=C2C=CNC12)F)Cl methyl 2-((tert-butoxycarbonyl)amino)-3-(5-chloro-4-fluoro-1H-indol-7-yl)-propanoate